3-(3-(2-cyclopropyl-6-(trifluoromethyl)pyridin-4-yl)-1H-1,2,4-triazol-1-yl)acrylamide C1(CC1)C1=NC(=CC(=C1)C1=NN(C=N1)C=CC(=O)N)C(F)(F)F